The molecule is a 3-[beta-D-glucopyranosyl-(1->6)-beta-D-galactopyranosyl]-1,2-diacyl-sn-glycerol in which the acyl groups at O-1 and O-2 are both stearoyl. A synthetic acyl homologue of the beta-glycolipid antigens (beta-GGLs) of Mycoplasma pneumoniae. CCCCCCCCCCCCCCCCCC(=O)OC[C@H](CO[C@H]1[C@@H]([C@H]([C@H]([C@H](O1)CO[C@H]2[C@@H]([C@H]([C@@H]([C@H](O2)CO)O)O)O)O)O)O)OC(=O)CCCCCCCCCCCCCCCCC